N1(CCOCC1)C=1C2=C(N=CN1)C=CC(=N2)C=2C=C(C=CC2)S(=O)(=O)N 3-[4-(morpholin-4-yl)pyrido[3,2-d]pyrimidin-6-yl]benzene-1-sulfonamide